C1(=CC=CC=C1)C(=S)SCC(=O)O 2-((phenylthioformyl)thio)acetic acid